C(=O)(O)C(CC=1C=C(C=CC1)C1=CC(=CC=C1)CN(CC=1C=C(C=CC1)CC(C(=O)O)C1CNCC1)CC=1C=C(C=CC1)CC(C(=O)O)C1CNCC1)C1CNCC1 3,3'-(((((3'-(2-carboxy-2-(pyrrolidin-3-yl)ethyl)-[1,1'-biphenyl]-3-yl)methyl)azanediyl)bis(methylene))bis(3,1-phenylene))bis(2-(pyrrolidin-3-yl)propanoic acid)